2-[(3-Ethyl-isoxazole-4-carbonyl)amino]-2-(spiro[2.5]oct-7-yl)acetic acid ethyl ester C(C)OC(C(C1CCCC2(CC2)C1)NC(=O)C=1C(=NOC1)CC)=O